2-((3,7-dimethylnon-6-en-1-yl)oxy)-2-phenylacetaldehyde CC(CCOC(C=O)C1=CC=CC=C1)CCC=C(CC)C